C(#N)CC=1C=CC(=NC1)[C@@H]1CC[C@H](CC1)NC(OC(C)(C)C)=O trans-tert-butyl N-[4-[5-(cyanomethyl)-2-pyridyl]cyclohexyl]carbamate